CC1=C(OC2=C1C=C(C=C2)S(NCCC2=C(C=CC=C2)F)(=O)=O)C(=O)[O-] 3-Methyl-5-(N-(2-fluorophenylethyl)sulfamoyl)benzofuran-2-carboxylate